2-Chloro-N-{2-[4-(difluoromethyl)-1,3-thiazol-5-yl]-2-(4-{[(3-methylpyridin-2-yl)oxy]methyl}piperidin-1-yl)ethyl}-6-fluorobenzamide ClC1=C(C(=O)NCC(N2CCC(CC2)COC2=NC=CC=C2C)C2=C(N=CS2)C(F)F)C(=CC=C1)F